(1s,4s)-4-(3-Chloroanilino)-2'-(4-chlorophenyl)spiro[cyclohexane-1,1'-indene]-4-carboxylic acid ClC=1C=C(NC2(CCC3(C(=CC4=CC=CC=C34)C3=CC=C(C=C3)Cl)CC2)C(=O)O)C=CC1